4-(4-dibenzofuranyl)-[4-(1-naphthyl)phenyl]aniline C1=CC=C(C=2OC3=C(C21)C=CC=C3)C3=CC=C(NC2=CC=C(C=C2)C2=CC=CC1=CC=CC=C21)C=C3